4-((5-(2-(2,6-dioxopiperidin-3-yl)-6-fluoro-1,3-dioxoisoindoline-5-yl)-2,5-diazabicyclo[2.2.2]octane-2-yl)methyl)piperidine O=C1NC(CCC1N1C(C2=CC(=C(C=C2C1=O)N1C2CN(C(C1)CC2)CC2CCNCC2)F)=O)=O